C1CCC2=C(C=3CCCC3C=C12)NC(=O)OCC(=O)OCC Ethyl 2-{[(1,2,3,5,6,7-hexa-hydro-s-indacen-4-yl)-carbamoyl]oxy}acetate